nitrilotris(ethylenephosphonic acid) N(CCP(O)(O)=O)(CCP(O)(O)=O)CCP(O)(O)=O